C(C)(C)(C)OC(=O)NCCOCCOCCOCCOCCOCC(=O)OCC 1-Ethyl 2-[2-[2-[2-[2-[2-(tert-butoxycarbonylamino)ethoxy]ethoxy]ethoxy]ethoxy]ethoxy]acetate